C(CCC(=O)OCCCCCCCCCCCCC)(=O)OCCCCCCCCCCCCC.[Na] sodium bis(tridecyl) succinate